CN1C(=NN=C1)CC(C)C=1C=C(C=CC1)C1=NNC=2C1=NC(=CC2N2CC(C2)O)C(F)(F)F 1-(3-(3-(1-(4-methyl-4H-1,2,4-triazol-3-yl)propan-2-yl)phenyl)-5-(trifluoromethyl)-1H-pyrazolo[4,3-b]pyridin-7-yl)azetidin-3-ol